N-[(4-bromo-3-nitrophenyl)methyl]-N-(1,1-dioxo-2,3-dihydro-1λ6-benzothiophen-7-yl)-6-(trifluoromethyl)pyridine-3-carboxamide BrC1=C(C=C(C=C1)CN(C(=O)C=1C=NC(=CC1)C(F)(F)F)C1=CC=CC=2CCS(C21)(=O)=O)[N+](=O)[O-]